azetidin-3-ol hydrochloride salt Cl.N1CC(C1)O